ClC=1C=C(C=CC1)[C@@H]1[C@H](C1)C(=O)NC1=NC=CC(=C1)NCC=1N=C2N(C=C(C=C2N2CC(C2)N(C)C)C2CC2)C1 (1S,2S)-2-(3-chlorophenyl)-N-(4-(((6-cyclopropyl-8-(3-(dimethylamino)azetidin-1-yl)imidazo[1,2-a]pyridin-2-yl)methyl)amino)pyridin-2-yl)cyclopropane-1-carboxamide